C(C)N(C(OC(C)(C)C)=O)C1CCN(CC1)C=1C2=CN(N=C2C(=CC1)C(NC1=CC2=CN(N=C2C(=C1)CC1=NN=CN1)C)=O)C tert-butyl N-ethyl-N-[1-[2-methyl-7-[[2-methyl-7-(4H-1,2,4-triazol-3-ylmethyl)indazol-5-yl]carbamoyl]indazol-4-yl]-4-piperidyl]carbamate